3-((((1r,3r)-3-hydroxy-3-methylcyclobutyl)amino)methyl)-2-methyl-4H-pyrido[1,2-a]pyrimidin-4-one OC1(CC(C1)NCC1=C(N=C2N(C1=O)C=CC=C2)C)C